(3R)-3-{[5-(2-fluoro-5-methoxyphenyl)-1-trityl-1H-indazol-3-yl]carbamoyl}piperidine-1-carboxylic acid tert-butyl ester C(C)(C)(C)OC(=O)N1C[C@@H](CCC1)C(NC1=NN(C2=CC=C(C=C12)C1=C(C=CC(=C1)OC)F)C(C1=CC=CC=C1)(C1=CC=CC=C1)C1=CC=CC=C1)=O